(S)-2-((5-(2-(1-amino-3-methylbutan-2-yl)-2,6-diazaspiro[3.4]octan-6-yl)-1,2,4-triazin-6-yl)oxy)-N-ethyl-5-fluoro-N-isopropylbenzamide NC[C@H](C(C)C)N1CC2(C1)CN(CC2)C=2N=CN=NC2OC2=C(C(=O)N(C(C)C)CC)C=C(C=C2)F